6-(Bromomethyl)quinazoline-2-carbonitrile BrCC=1C=C2C=NC(=NC2=CC1)C#N